N-(2-ethylhexyl)-2-(3,4-diethoxyphenyl)-3,5,7-triethoxyquinolin-4-one C(C)C(CN1C(=C(C(C2=C(C=C(C=C12)OCC)OCC)=O)OCC)C1=CC(=C(C=C1)OCC)OCC)CCCC